N-(1-azabicyclo[3.2.2]non-4-yl)-4-phenylpiperazine-1-carboxamide N12CCC(C(CC1)CC2)NC(=O)N2CCN(CC2)C2=CC=CC=C2